Valylglycin N[C@@H](C(C)C)C(=O)NCC(=O)O